(R)-2-(1-((6-(5-((sec-butoxycarbonyl)amino)-1-methyl-1H-1,2,3-triazol-4-yl)-2-methylpyridin-3-yl)ethynyl)cyclopropyl)acetic acid [C@@H](C)(CC)OC(=O)NC1=C(N=NN1C)C1=CC=C(C(=N1)C)C#CC1(CC1)CC(=O)O